5-([1,3]dioxolo[4,5-G]quinolin-8-yloxy)pyridin-2-amine O1COC=2C1=CC=1C(=CC=NC1C2)OC=2C=CC(=NC2)N